3-methyl-2-(5-methyl-6-(piperidin-3-ylamino)pyridazin-3-yl)-5-(trifluoromethyl)phenol CC=1C(=C(C=C(C1)C(F)(F)F)O)C=1N=NC(=C(C1)C)NC1CNCCC1